butylpyridinesulfonate C(CCC)OS(=O)(=O)C1=NC=CC=C1